(2S,4R)-4-hydroxy-1-((S)-3-methyl-2-(3-(4-(piperidin-4-ylmethyl)piperazin-1-yl)isoxazol-5-yl)butanoyl)-N-((S)-1-(4-(4-methylthiazol-5-yl)phenyl)ethyl)pyrrolidine-2-carboxamide O[C@@H]1C[C@H](N(C1)C([C@@H](C(C)C)C1=CC(=NO1)N1CCN(CC1)CC1CCNCC1)=O)C(=O)N[C@@H](C)C1=CC=C(C=C1)C1=C(N=CS1)C